NC1=CC(=C(OC2=CC=C(C=C2)C2=CC=C(C=C2)OC2=C(C=C(C=C2)N)C(F)(F)F)C=C1)C(F)(F)F bis(4-amino-2-trifluoromethylphenoxy)biphenyl